(E)-9-ethoxy-4,4,8-trimethyl-9-oxonon-7-enoic acid C(C)OC(/C(=C/CCC(CCC(=O)O)(C)C)/C)=O